COC=1C=C(C=C(C1OC)OC)C=CC1=C(C=C(C=C1)C(C)(F)F)[N+](=O)[O-] 3,4,5-trimethoxy-2'-nitro-4'-(1,1-difluoroethyl)stilbene